C(=O)C1=C(C(=C2C=CC=CC2=C1)C1=CC=CC2=CC=CC=C12)O 3-formyl-1,1'-binaphthol